Cl.NC[C@@H]1CC[C@H](CC1)CO trans-4-(aminomethyl)cyclohexanemethanol HCl